2-((ethylsulfinyl)methyl)pyridin-4-amine C(C)S(=O)CC1=NC=CC(=C1)N